4-(2-(4'-(diphenylamino)-3-((4-nitrobenzyl)oxy)-[1,1'-biphenyl]-4-yl)vinyl)quinoline C1(=CC=CC=C1)N(C1=CC=C(C=C1)C1=CC(=C(C=C1)C=CC1=CC=NC2=CC=CC=C12)OCC1=CC=C(C=C1)[N+](=O)[O-])C1=CC=CC=C1